5-((4-fluorobenzyl)oxy)-2,3-dihydro-1H-inden-1-one FC1=CC=C(COC=2C=C3CCC(C3=CC2)=O)C=C1